O1N=C(N=C1)CS(=O)(=O)CC(=O)C1=CC=C(C=C1)C1=NOC(=N1)C(F)(F)Cl 2-(((1,2,4-Oxadiazol-3-yl)-methyl)sulfonyl)-1-(4-(5-(chlorodifluoromethyl)-1,2,4-oxadiazol-3-yl)phenyl)ethan-1-on